3-fluoro-4-[[5-(2-fluoro-4-methyl-phenoxy)-4-methyl-3-pyridyl]methyl]pyridin-2-amine FC=1C(=NC=CC1CC=1C=NC=C(C1C)OC1=C(C=C(C=C1)C)F)N